2-pyridinyl-2,3-naphthyridin-1-one N1=C(C=CC=C1)N1C(C2=CC=CC=C2C=N1)=O